C(C)(C)(C)[Si](C)(C)OC1C(COC2=CC=CC=C12)CCI TERT-BUTYL((3-(2-IODOETHYL)CHROMAN-4-YL)OXY)DIMETHYLSILANE